C(C)OC(=O)C1=CC=NC2=CC=C(C=C12)N1CCOCC1.FC1=C(C=CC=C1)N1CCNCC1 1-(2-fluorophenyl)piperazine ethyl-6-morpholinoquinoline-4-carboxylate